C1(CC1)COC(=O)N1CC=2C=C(C(NC2CC1)=O)C(NC\C=C\S(=O)(=O)C1=NC=C(C=C1)Cl)=O 3-{[(2E)-3-[(5-chloropyridin-2-yl)sulfonyl]prop-2-en-1-yl]carbamoyl}-2-oxo-1,2,5,6,7,8-hexahydro-1,6-naphthyridine-6-carboxylic acid cyclopropylmethyl ester